[N+](=O)([O-])C=1C=C(C(=O)OC[C@@]2(C=C3C([C@](C4(C(=C3[C@H]2O)C)CC4)(C)O)=O)C)C=C(C1)[N+](=O)[O-] ((2'S,3'R,6'R)-3',6'-dihydroxy-2',4',6'-trimethyl-7'-oxo-2',3',6',7'-tetrahydrospiro[cyclopropane-1,5'-inden]-2'-yl)methyl 3,5-dinitrobenzoate